7-(1-ethylpiperidin-4-yl)-2-(2-methylimidazo[1,2-a]pyridin-7-yl)-4H-pyrido[1,2-a]pyrimidin-4-one C(C)N1CCC(CC1)C=1C=CC=2N(C(C=C(N2)C2=CC=3N(C=C2)C=C(N3)C)=O)C1